2-[3-[2-[2-(2,6-dioxo-3-piperidyl)-1,3-dioxo-isoindolin-5-yl]ethynyl]azetidin-1-yl]acetic acid tert-butyl ester C(C)(C)(C)OC(CN1CC(C1)C#CC=1C=C2C(N(C(C2=CC1)=O)C1C(NC(CC1)=O)=O)=O)=O